NC=1N=NC(=CC1N1CC2CCC(C1)N2C=2C=C(C=CC2)O)Cl 3-[3-(3-amino-6-chloro-pyridazin-4-yl)-3,8-diazabicyclo[3.2.1]octan-8-yl]phenol